FC=1C=C(CN2CC(C2)C(=O)N2C3=C(OCC2)C(=CN=C3)C=3C=CC=2N(C3)C=CN2)C=CC1 (1-(3-fluorobenzyl)azetidin-3-yl)(8-(imidazo[1,2-a]pyridin-6-yl)-2,3-dihydro-4H-pyrido[4,3-b][1,4]oxazin-4-yl)methanone